Tetra-ethoxysilane C(C)O[Si](OCC)(OCC)OCC